6-(4-chlorophenyl)-1,3,5-triazin-2(1H)-one ClC1=CC=C(C=C1)C1=NC=NC(N1)=O